FC1(CC(C1)[C@H](C=1C=C2C(=NC1)N(N=C2)C2=CC=C(C(=O)OC)C=C2)O)F methyl 4-[5-[(R)-(3,3-difluorocyclobutyl)-hydroxy-methyl]pyrazolo[3,4-b]pyridin-1-yl]benzoate